O1CCC(CC1)OC=1C=CC(=NC1)C(=O)NCC(=O)OCC ethyl 2-{[5-(oxan-4-yloxy)pyridin-2-yl]formamido}acetate